C12(CC3CC(CC(C1)C3)C2)NCC(COC2=CC=C(C=C2)NS(=O)(=O)C2=CC=C(C=C2)C)O N-(4-(3-(((3s,5s,7s)-adamantan-1-yl)amino)-2-hydroxypropoxy)phenyl)-4-methylbenzenesulfonamide